FC(C(C(C(S(=O)(=O)[O-])(F)F)(F)F)(F)F)(F)F.C(C)(C)(C)C1=CC=C(C=C1)[S+](C1=CC=CC=C1)C1=CC=CC=C1 4-tert-butylphenyl-diphenyl-sulfonium nonafluorobutanesulfonate